BrCC1=NN(C(=C1)C1=CC(=CC=C1)OCC(C)C)C1=C(C=CC=C1)F 3-(Bromomethyl)-1-(2-fluorophenyl)-5-[3-(2-methylpropoxy)phenyl]-1H-pyrazole